O=C(CC(CC(C1=NC=CC=C1)=O)C1=CC=C(C=C1)C(CC(=O)C1=NC=CC=C1)CC(=O)C1=NC=CC=C1)C1=NC=CC=C1 1,4-bis[1,5-dioxo-1,5-bis(2-pyridyl)pentan-3-yl]Benzene